N-(4-methoxyphenyl)tetralin-1-imine COC1=CC=C(C=C1)N=C1CCCC2=CC=CC=C12